FC1=C(C(=C(C=C1)N=C=O)F)F trifluorophenyl isocyanate